3-(1H-benzo[d]imidazol-6-yl)-5-methyl-2-phenylthiazolidin-4-one N1C=NC2=C1C=C(C=C2)N2C(SC(C2=O)C)C2=CC=CC=C2